2-((3-(2-methylbutoxy)phenoxy)methyl)quinoline CC(COC=1C=C(OCC2=NC3=CC=CC=C3C=C2)C=CC1)CC